C(C1=CC=CC=C1)OC(\C=C\CCC#C)=O.C(C)(C)(C)OC(=O)N1CCC(CC1)CC(C)C 2-[(1-tert-butoxycarbonyl-4-piperidinyl)methyl]propane (E)-benzyl-hept-2-en-6-ynoate